OS(=O)(=O)C(F)(F)F.N1(CCNCC1)C(=O)OC1=CC=2C(=C3C(=NC2C=C1)C1=CC2=C(C(N1C3)=O)COC([C@]2(O)CC)=O)CC (S)-4,11-diethyl-4-hydroxy-3,14-dioxo-3,4,12,14-tetrahydro-1H-pyrano[3',4':6,7]indolizino[1,2-b]quinolin-9-yl piperazine-1-carboxylate triflate